2-((1-benzyl-5-methyl-4-oxopiperidin-3-yl)methyl)isoindoline-1,3-dione C(C1=CC=CC=C1)N1CC(C(C(C1)C)=O)CN1C(C2=CC=CC=C2C1=O)=O